BrC1=CC=C(C=C1)C(C)N(C(C)=O)C N-(1-(4-bromophenyl)ethyl)-N-methylacetamide